4-fluoro-2-(trifluoromethyl)thiophenol FC1=CC(=C(C=C1)S)C(F)(F)F